((2-(6-(2-ethyl-5-fluoro-4-hydroxyphenyl)-1H-indazol-3-yl)-1H-imidazol-4-yl)methyl)piperidine-4-carbonitrile C(C)C1=C(C=C(C(=C1)O)F)C1=CC=C2C(=NNC2=C1)C=1NC=C(N1)CN1CCC(CC1)C#N